trans-5-chloro-N-((4-(2-(4-chlorophenoxy)acetamido)cyclohexyl)methyl)benzofuran-2-carboxamide benzyl-N-{[(2R,5R)-5-[(tert-butoxycarbonyl)amino]oxan-2-yl]methyl}carbamate C(C1=CC=CC=C1)OC(NC[C@@H]1OC[C@@H](CC1)NC(=O)OC(C)(C)C)=O.ClC=1C=CC2=C(C=C(O2)C(=O)NC[C@@H]2CC[C@H](CC2)NC(COC2=CC=C(C=C2)Cl)=O)C1